O1C2=C(OC(C1([2H])[2H])([2H])[2H])C=C(C=C2)O[C@@H]2[C@@H](CN(CC2)C=2C(=C(C=1N(N2)C(C=C(N1)COC)=O)C)C)F 7-((3R,4S)-4-((2,3-dihydrobenzo[b][1,4]dioxin-6-yl-2,2,3,3-d4)oxy)-3-fluoropiperidin-1-yl)-2-(methoxymethyl)-8,9-dimethyl-4H-pyrimido[1,2-b]pyridazin-4-one